C1(=CC=CC=C1)[C@@H](C)NC1CCCC=2C3=CC(=CC=C3NC12)C1=CSC=C1 N-((R)-1-phenylethyl)-6-(thiophen-3-yl)-2,3,4,9-tetrahydro-1H-carbazol-1-amine